N-{[3-(ethanesulfonyl)phenyl]methyl}acetamide C(C)S(=O)(=O)C=1C=C(C=CC1)CNC(C)=O